(2R)-7-bromo-2-methyl-4-(1-(6-(trifluoromethyl)pyrazin-2-yl)ethyl)-2H-benzo[b][1,4]oxazin-3(4H)-one BrC=1C=CC2=C(O[C@@H](C(N2C(C)C2=NC(=CN=C2)C(F)(F)F)=O)C)C1